OCCCCN1N=NC2=C1C=CC(=C2C)CCC(=O)[O-] 3-[1-(4-hydroxybutyl)-4-methyl-1H-benzotriazol-5-yl]propanoate